CC=1C=NC=NC1 5-methylpyrimidine